cis-3,4-methylene-heptanoylcarnitine CCCCC(=C)CC(=O)C(C(C[N+](C)(C)C)O)C(=O)[O-]